(7S)-7-((5H-pyrrolo[3,2-d]pyrimidin-5-yl)methyl)-7-methyl-1-oxa-3-azaspiro[4.5]decan-2-one N1=CN=CC2=C1C=CN2C[C@@]2(CC1(CNC(O1)=O)CCC2)C